NC1CC(C1)CN1C[C@H]2N(C=3C(=NN=C(C3)C3=C(C=CC=C3)O)NC2)CC1 2-((S)-8-(((1s,3R)-3-aminocyclobutyl)methyl)-6,6a,7,8,9,10-hexahydro-5H-pyrazino[1',2':4,5]pyrazino[2,3-c]pyridazin-2-yl)phenol